P1(=O)(OC2=C(C=C(C=C2C(C)C)C(C)C)CCC2=C(C(=CC(=C2)C(C)C)C(C)C)O1)[O-].[Na+] sodium 2,2'-ethylenebis(4,6-diisopropylphenyl) phosphate